C(CCCCCCCCCCC\C=C/CCCCCCCC)(=O)O.C(CCCCCCCCCCC\C=C/CCCCCCCC)(=O)O.C(CCCCCCCCCCC\C=C/CCCCCCCC)(=O)O.OCC(O)CO.OCC(O)CO.OCC(O)CO Triglycerol Trierucate